N-(thiazol-5-ylmethyl)-6-(3-(trifluoromethyl)-7,8-dihydro-1,6-naphthyridin-6(5H)-yl)pyridazine-3-carboxamide S1C=NC=C1CNC(=O)C=1N=NC(=CC1)N1CC=2C=C(C=NC2CC1)C(F)(F)F